BrC1=CC=C(C=C1)C(C1(CN(C1)C(=O)OC(C)(C)C)C)(F)F tert-Butyl 3-[(4-bromophenyl) (difluoro) methyl]-3-methylazetidine-1-carboxylate